(2-chlorophenyl 2-octadecyloxyethyl) phosphate P(=O)(OCC(OCCCCCCCCCCCCCCCCCC)C1=C(C=CC=C1)Cl)([O-])[O-]